2-(3-((tert-butyldimethylsilyl)oxy)naphthalen-1-yl)ethan-1-ol [Si](C)(C)(C(C)(C)C)OC=1C=C(C2=CC=CC=C2C1)CCO